C(CCC)N1C=[N+](C=C1)CCCCS(=O)(=O)[O-] 4-(3-butyl-1-imidazolio)-1-butanesulfonate